C(C)(C)(C)OC(=O)N[C@H]1CC(C[C@H](C1)C(=O)O)(F)F |r| rac-cis-5-((tert-butoxycarbonyl)amino)-3,3-difluorocyclohexane-1-carboxylic acid